(S)-6-(1-amino-1,3-dihydrospiro[indene-2,4'-piperidine]-1'-yl)-3-(1-(2,3-dichlorophenyl)vinyl)-1H-pyrazole N[C@@H]1C2=CC=CC=C2CC12CCN(CC2)C2=CC=C(C(=C2C(=C)C2=NNC=C2)Cl)Cl